1-(1-(5-bromopyridin-3-yl)ethyl)-1H-1,2,3-triazole-4-carboxylic acid ethyl ester C(C)OC(=O)C=1N=NN(C1)C(C)C=1C=NC=C(C1)Br